4-amino-5-[[3-[[(2S)-2-amino-2-cyclohexylacetyl]amino]-3-methyl-1-oxobutyl]amino]-3-pyridinecarboxylic acid NC1=C(C=NC=C1NC(CC(C)(C)NC([C@H](C1CCCCC1)N)=O)=O)C(=O)O